ClC1=CC(=C(C=C1)[C@@H](CCO)O)F (R)-1-(4-chloro-2-fluorophenyl)propane-1,3-diol